O(S(=O)(=O)C(F)(F)F)C1=CC=C(C(=N1)C1=NC(=CC(=C1)C1=C2C=NNC2=CC=C1C)C(N)=O)N amino-6'-carbamoyl-4'-(5-methyl-1H-indazol-4-yl)-[2,2'-bipyridin]-6-yl triflate